6-methoxy-7-nitro-1,2,3,4-tetrahydroquinoline COC=1C=C2CCCNC2=CC1[N+](=O)[O-]